(2RS)-2-(6-iodoindazol-2-yl)-2-phenyl-N-(2-pyridyl)acetamide IC=1C=CC2=CN(N=C2C1)[C@@H](C(=O)NC1=NC=CC=C1)C1=CC=CC=C1 |r|